1,5-dipiperidinyl-pentane N1(CCCCC1)CCCCCN1CCCCC1